tert-butyl 3-(2-(((S)-1-methylpyrrolidin-2-yl)methoxy)-5,6,7,8-tetrahydropyrido[3,4-d]pyrimidin-4-yl)-3,8-diazabicyclo[3.2.1]octane-8-carboxylate CN1[C@@H](CCC1)COC=1N=C(C2=C(N1)CNCC2)N2CC1CCC(C2)N1C(=O)OC(C)(C)C